(R)-7-(5-chloro-2-((1-(2,2-difluoroethyl)-1h-pyrazole-3-yl)amino)pyridine-4-yl)-2-(5-fluoro-2-(hydroxymethyl)benzyl)-3-(methoxymethyl)-3,4-dihydropyrrolo[1,2-a]pyrazine-1(2H)-one ClC=1C(=CC(=NC1)NC1=NN(C=C1)CC(F)F)C=1C=C2N(C[C@@H](N(C2=O)CC2=C(C=CC(=C2)F)CO)COC)C1